5-fluoro-2-(1H-pyrazol-1-yl)benzoic acid FC=1C=CC(=C(C(=O)O)C1)N1N=CC=C1